3-((3-((3-((3-((3-(2-cyclohexylacetoxy)-4,5-dihydroxybenzoyl)oxy)-4,5-dihydroxybenzoyl)oxy)-4,5-dihydroxybenzoyl)oxy)-4,5-dihydroxybenzoyl)oxy)-4,5-dihydroxybenzoic acid C1(CCCCC1)CC(=O)OC=1C=C(C(=O)OC=2C=C(C(=O)OC=3C=C(C(=O)OC=4C=C(C(=O)OC=5C=C(C(=O)O)C=C(C5O)O)C=C(C4O)O)C=C(C3O)O)C=C(C2O)O)C=C(C1O)O